strontium carbon [C].[Sr]